propane-1,3-sulton C1CCOS1(=O)=O